ClC=1C=C2C(NC(=NC2=CC1)CN1CC2=CC=CC(=C2CC1)OC)=O 6-chloro-2-[(5-methoxy-3,4-dihydro-1H-isoquinolin-2-yl)methyl]-3H-quinazolin-4-one